CC1=CC=C(C=C1)S(=O)(=O)OC(CC(C)(C)C)C1CN(CCO1)CC1=CC=CC=C1 1-(4-benzylmorpholin-2-yl)-3,3-dimethylbutyl 4-methylbenzenesulfonate